N1N=NC2=C1C=CC=C2.C(CCC)[P+](CCCC)(CCCC)CCCC tetra-n-butylphosphonium benzotriazole salt